NCCOCCOCCOCCC(N[C@H](CN1[C@@H](C[C@H](C1)O)C(=O)NCC1=CC=C(C=C1)C1=C(N=CS1)C)C(C)(C)C)=O (2S,4R)-1-((S)-1-amino-14-(tert-butyl)-12-oxo-3,6,9-trioxa-13-azapentadecan-15-yl)-4-hydroxy-N-(4-(4-methylthiazol-5-yl)benzyl)pyrrolidine-2-carboxamide